(S)-3-bromo-4-((1-cyclopropyl-2,2-difluoro-3-hydroxypropyl)amino)-1-methyl-6-nitro-1,8-naphthyridin-2(1H)-one BrC=1C(N(C2=NC=C(C=C2C1N[C@H](C(CO)(F)F)C1CC1)[N+](=O)[O-])C)=O